5-[5-(tetrahydro-pyran-4-yl)-oxazol-2-yl]-pyridin O1CCC(CC1)C1=CN=C(O1)C=1C=CC=NC1